1-(5-bromo-2-pyridinyl)-2-methyl-2-(4-methylpyrazol-1-yl)propan-1-one BrC=1C=CC(=NC1)C(C(C)(N1N=CC(=C1)C)C)=O